5-{7-[1-(cyclopropanesulfonyl)-2,5-dihydro-1H-pyrrol-3-yl]-1-fluoro-3-hydroxynaphthalen-2-yl}-1λ6,2,5-thiadiazolidine-1,1,3-trione C1(CC1)S(=O)(=O)N1CC(=CC1)C1=CC=C2C=C(C(=C(C2=C1)F)N1CC(NS1(=O)=O)=O)O